3-((5-methyl-1H-indazol-4-yl)oxy)thiophene CC=1C(=C2C=NNC2=CC1)OC1=CSC=C1